N-(3-bromo-2-methylphenyl)-1,3-dimethyl-2,4-dioxo-1,2,3,4-tetrahydropyrimidine-5-carboxamide BrC=1C(=C(C=CC1)NC(=O)C=1C(N(C(N(C1)C)=O)C)=O)C